C(CCCCCC(C)(C)C)(=O)O neodecanic acid